ClC1=CC(=C(C=C1)[C@@]1(OC2=C(O1)C=CC=C2C2CCN(CC2)CC=2N(C=C(N2)/C=C/C(=O)OCC)C[C@H]2OCC2)C)F ethyl (E)-3-(2-((4-((S)-2-(4-chloro-2-fluorophenyl)-2-methylbenzo[d][1,3]dioxol-4-yl)piperidin-1-yl)methyl)-1-(((S)-oxetan-2-yl)methyl)-1H-imidazol-4-yl)acrylate